C(#C)C1=NC(=CC(=C1)C(=O)N)C#C 2,6-Diethynylpyridine-4-carboxamide